C1(CC1)C1=NN(C=2N=C(NC(C21)=O)C)[C@H](C)C2=NC=C(C=C2)C(F)(F)F |r| Racemic-3-cyclopropyl-6-methyl-1-(1-(5-(trifluoromethyl)pyridin-2-yl)ethyl)-1H-pyrazolo[3,4-d]pyrimidin-4(5H)-one